6-methyl-N-((3-phenylbicyclo[1.1.1]pentan-1-yl)methyl)nicotinamide CC1=NC=C(C(=O)NCC23CC(C2)(C3)C3=CC=CC=C3)C=C1